(S)-3-fluoro-4-(2-(2-(2-methoxypyridin-4-yl)morpholino)-7-methyl-8-oxo-6-(trifluoromethyl)-7,8-dihydropyrimido[5,4-d]pyrimidin-4-yl)benzonitrile FC=1C=C(C#N)C=CC1C=1C2=C(N=C(N1)N1C[C@@H](OCC1)C1=CC(=NC=C1)OC)C(N(C(=N2)C(F)(F)F)C)=O